(3S,4S)-1-(1H-benzo[d]imidazol-5-yl)-3-cyclopropyl-4-(4-(3,3-difluoropropoxy)-2,6-difluorophenyl)azetidin-2-one N1C=NC2=C1C=CC(=C2)N2C([C@H]([C@H]2C2=C(C=C(C=C2F)OCCC(F)F)F)C2CC2)=O